barium(II) acrylate C(C=C)(=O)[O-].[Ba+2].C(C=C)(=O)[O-]